butyl 3,3'-((2-amino-2-((3-(tert-butoxy)-3-oxopropoxy)methyl)propane-1,3-diyl)bis(oxy))dipropionate NC(COCCC(=O)[O-])(COCCC(=O)OCCCC)COCCC(=O)OC(C)(C)C